ClC=1C=C(CNC(C(C)(C)C2=NC=C(C=N2)C(C)(F)F)=O)C=C(C1C1C(NC(CC1)=O)=O)Cl N-(3,5-dichloro-4-(2,6-dioxopiperidin-3-yl)benzyl)-2-(5-(1,1-difluoroethyl)pyrimidin-2-yl)-2-methylpropanamide